5-(3-fluorophenyl)-N-[(1,3-thiazol-2-yl)methyl]-6-[4-(trifluoromethyl)phenoxy]pyridine-3-carboxamide FC=1C=C(C=CC1)C=1C=C(C=NC1OC1=CC=C(C=C1)C(F)(F)F)C(=O)NCC=1SC=CN1